4-((S or R)-4-((1R,5S)-3,8-diazabicyclo[3.2.1]octan-3-yl)-6-chloro-8-fluoro-2-(3-(isopropyl-amino)propoxy)quinazolin-7-yl)naphthalen-2-ol [C@H]12CN(C[C@H](CC1)N2)C2=NC(=NC1=C(C(=C(C=C21)Cl)C2=CC(=CC1=CC=CC=C21)O)F)OCCCNC(C)C